FC=1C=C(CN2CC(N(CC2)C2CC3(C2)CCN(CC3)C(=O)OC(C)(C)C)C3=C(C=CC=C3)C(C)C)C=C(C1)F tert-butyl 2-(4-(3,5-difluorobenzyl)-2-(2-isopropylphenyl)piperazin-1-yl)-7-azaspiro[3.5]nonane-7-carboxylate